N-[4-[3-[(4-bromophenyl)methyl]-1H-1,2,4-triazol-5-yl]phenyl]-3-[(1,1-dioxo-1,4-thiazinan-4-yl)methyl]benzamide BrC1=CC=C(C=C1)CC1=NNC(=N1)C1=CC=C(C=C1)NC(C1=CC(=CC=C1)CN1CCS(CC1)(=O)=O)=O